OCC1(CCOCC1)NC(=O)C1=C(OC2=C1C=C(C=C2)OC(C)(C)C2=CC=CC=C2)C N-(4-(hydroxymethyl)tetrahydro-2H-pyran-4-yl)-2-methyl-5-((2-phenylpropan-2-yl)oxy)benzofuran-3-carboxamide